C1(=CC=CC=C1)C(C(OC1=CC=C(C=C1)OC)=S)C (4-methoxyphenyl) 2-phenylpropanethioate